2-(4-((3-isopropyl-1-p-toluenesulfonyl-1H-pyrrolo[3,2-b]pyridin-5-yl)methyl)-3,5-dimethylphenyl)-6-(trifluoromethyl)-1,2,4-triazine-3,5(2H,4H)-dione C(C)(C)C1=CN(C=2C1=NC(=CC2)CC2=C(C=C(C=C2C)N2N=C(C(NC2=O)=O)C(F)(F)F)C)S(=O)(=O)C2=CC=C(C)C=C2